C(C)(C)(C)NC1=NC(=NC=C1C(=O)N)S(=O)(=O)C 4-(tert-butylamino)-2-(methylsulfonyl)pyrimidine-5-carboxamide